4-(4-(6-hydroxy-2-(4-hydroxyphenyl)benzo[b]thiophene-3-carbonyl)phenyl)piperazin OC=1C=CC2=C(SC(=C2C(=O)C2=CC=C(C=C2)N2CCNCC2)C2=CC=C(C=C2)O)C1